(S)-4-bromo-5-chloro-2-phenyl-2,3-dihydrofuro[2,3-b]Pyridine-2-carboxamide BrC1=C2C(=NC=C1Cl)O[C@](C2)(C(=O)N)C2=CC=CC=C2